O=C1NC2=CC(=CC=C2C1)C=1CCN(CC1)C(=O)OCC1=CC=CC=C1 benzyl 4-(2-oxoindolin-6-yl)-3,6-dihydropyridine-1(2H)-carboxylate